C(C)N(C(=O)C=1N=C(SC1)C=1C=NN(C1)C1=CC=CC=C1)[C@@H]1CNCC1 N-ethyl-2-(1-phenyl-1H-pyrazol-4-yl)-N-[(3S)-pyrrolidin-3-yl]-1,3-thiazole-4-carboxamide